CC1=C(C=C(C=C1)C)N1N=CC(=C1)C1=C2C(=NC=C1)NC=C2 4-[1-(2,5-dimethylphenyl)-1H-pyrazol-4-yl]-1H-pyrrolo[2,3-b]pyridine